propyl 4-ethoxybenzoate C(C)OC1=CC=C(C(=O)OCCC)C=C1